3-[(2-chloro-6-fluorophenyl)methyl]-4-[(2-methylpyridin-3-yl)methyl]-4,5-dihydro-1,2,4-oxadiazol-5-one ClC1=C(C(=CC=C1)F)CC1=NOC(N1CC=1C(=NC=CC1)C)=O